FC1(CCC(CC1)N1C=C(C(=CC1=O)NC1[C@@H]2CN(C[C@H]12)C)C(=O)N[C@H](C)C1=C(C(=CC=C1)C(F)F)F)F 1-(4,4-difluorocyclohexyl)-N-((R)-1-(3-(difluoromethyl)-2-fluorophenyl)ethyl)-4-(((1R,5s,6s)-3-methyl-3-azabicyclo[3.1.0]hex-6-yl)amino)-6-oxo-1,6-dihydropyridine-3-carboxamide